2-benzyloxycarbonylamino-2-deoxy-α-D-glucopyranose C(C1=CC=CC=C1)OC(=O)N[C@H]1[C@@H](O)O[C@@H]([C@H]([C@@H]1O)O)CO